methyl 2-(5-iodo-2,3-dimethyl-4-oxo-3H-pyrrolo[2,3-d]pyrimidin-7(4H)-yl)acetate IC1=CN(C=2N=C(N(C(C21)=O)C)C)CC(=O)OC